ClC1=C(C=CC=C1OCCC(C)N1CC(CC1)O)C=1C=C(NN2SC3=C(C2)C=CC=C3)C=CC1 N-(3-(2-chloro-3-(3-(3-hydroxypyrrolidin-1-yl)butoxy)phenyl)anilino)benzisothiazol